C(=O)(OC(C)(C)C)C(CCCCN)(CCCCN)C(=O)OC(C)(C)C di-Boc-1,9-diaminononane